ethyl 7-(spiro[3.4]octan-6-yl)-5,6,7,8-tetrahydro-1,7-naphthyridine-3-carboxylate C1CCC12CC(CC2)N2CCC=1C=C(C=NC1C2)C(=O)OCC